COC1=CC=C(C=C1)C#C[Si](C=C)(C=C)C 4-methoxyphenylethynylmethyldivinylsilane